C(C)OC(=O)CCOCCC1N(CCNC1)C(=O)O (2-(2-(ethoxycarbonyl)ethoxy)ethyl)piperazine-1-carboxylic acid